COC1=CC=C(C=C1)CN(C=1C(=C(C(=CC1)C(F)(F)F)C(CC(CC(=O)OC)=O)O)F)CC1=CC=C(C=C1)OC Methyl 5-[3-[bis[(4-methoxyphenyl)methyl]amino]-2-fluoro-6-(trifluoromethyl)phenyl]-5-hydroxy-3-oxopentanoate